ClC=1C(=C(C=C(C1)O)N1CC=2N=C(N=C(C2CC1)N1CC2(C(NC(N2)=O)=O)CCC1)OCC12CCCN2CCC1)C1CC1 7-(7-(3-chloro-2-cyclopropyl-5-hydroxyphenyl)-2-((tetrahydro-1H-pyrrolizin-7a(5H)-yl)methoxy)-5,6,7,8-tetrahydropyrido[3,4-d]pyrimidin-4-yl)-1,3,7-triazaspiro[4.5]decane-2,4-dione